ClC1=CC(=C(C=C1)C(C(=O)C1=CNC2=CC(=CC=C12)F)NC1=CC(=CC(=C1)S(=O)(=O)C)OC)OC 2-(4-chloro-2-methoxyphenyl)-1-(6-fluoro-1H-indol-3-yl)-2-((3-methoxy-5-(methylsulfonyl)phenyl)amino)ethanone